C(CCCCCCCCCCCCCCCCCCC)(=O)OC(CCCCCCC)=O caprylyl eicosanoate